4-(((7-(2-amino-3-cyano-7-fluorobenzo[b]thiophen-4-yl)-4-(3,8-diazabicyclo[3.2.1]octan-3-yl)-8-fluoro-6-(trifluoromethyl)quinazolin-2-yl)oxy)methyl)tetrahydro-2H-pyran-4-carbonitrile NC1=C(C2=C(S1)C(=CC=C2C2=C(C=C1C(=NC(=NC1=C2F)OCC2(CCOCC2)C#N)N2CC1CCC(C2)N1)C(F)(F)F)F)C#N